FC(C1=C(C=C(C=N1)C1=NCC(S(C2=C1C=CC=C2F)=O)(C)C)C)F 5-(6-(difluoromethyl)-5-methylpyridin-3-yl)-9-fluoro-2,2-dimethyl-2,3-dihydro-benzo[f][1,4]thiazepine 1-oxide